S1C2=C(C=C1)C(=CC=C2)N2CCN(CC2)CCCCOC2=CC=C1C=CC(N(C1=C2)COC(CCCCCC)=O)=O Heptanoic acid 7-[4-(4-benzo[b]thiophen-4-ylpiperazin-1-yl)butoxy]-2-oxo-2H-quinolin-1-ylmethyl ester